NC1(C(C=C(C=C1)N)S(=O)(=O)O)S(=O)(=O)O 2,5-diaminobenzenedisulfonic acid